4-cinnamyl-3-hydroxy-5-(3-methoxyphenyl)-1-(3-carboxyphenyl)-1H-pyrrol-2(5H)-one C(C=CC1=CC=CC=C1)C1=C(C(N(C1C1=CC(=CC=C1)OC)C1=CC(=CC=C1)C(=O)O)=O)O